cobalt boron tri(neodecanoate) C(CCCCCC(C)(C)C)(=O)[O-].C(CCCCCC(C)(C)C)(=O)[O-].C(CCCCCC(C)(C)C)(=O)[O-].[B+3].[Co+2]